heneicosanyne C#CCCCCCCCCCCCCCCCCCCC